FC1=C(N)C=CC(=C1CCC=1C=C2C(=NC1)C=NN2C)F 2,4-difluoro-3-(2-[1-methylpyrazolo[4,3-b]pyridin-6-yl]ethyl)aniline